N-methyl-2-imidazolinium C[NH+]1C=NCC1